ClC=1C(=CC(=NC1)C(=O)NC(CC1CC1)(C)C1=NOC(=N1)C)OCC1(C(C1)(F)F)C 5-chloro-N-[1-cyclopropyl-2-(5-methyl-1,2,4-oxadiazol-3-yl)propan-2-yl]-4-[(2,2-difluoro-1-methylcyclopropyl)methoxy]pyridine-2-carboxamide